C(N)(=O)C=1C(=NC(=NC1)N1C[C@H](CCC1)NC(OC(C)(C)C)=O)NC1=CN(C(C(=C1)C(=O)N1CCCCC1)=O)C(C)C tert-butyl (S)-(1-(5-carbamoyl-4-((1-isopropyl-6-oxo-5-(piperidine-1-carbonyl)-1,6-dihydropyridin-3-yl)amino)pyrimidin-2-yl)piperidin-3-yl)carbamate